ClC=1C=C(C=CC1F)[C@H](NC(=O)[C@@H]1CNC(O1)=O)C1=NN(C=C1)C(F)F (S)-N-((S)-(3-chloro-4-fluorophenyl)(1-(difluoromethyl)-1H-pyrazol-3-yl)methyl)-2-oxooxazolidine-5-carboxamide